C=1(C(=CC=CC1)C(=O)Cl)C=1C(=CC=CC1)C(=O)Cl 2,2'-biphenyldicarboxylic acid chloride